methyl 5-(7-chloro-4-hydroxy-2-oxoquinazolin-1(2H)-yl)thiophene-3-carboxylate ClC1=CC=C2C(=NC(N(C2=C1)C1=CC(=CS1)C(=O)OC)=O)O